FC(F)C1=NN(C=C1C(=O)NN)C (difluoromethyl)-1-methyl-1H-pyrazole-4-carboxylic acid hydrazide